CNCCCN 3-methylaminopropylamine